(4-propenoyl-2-vinylpiperazin-1-yl)-7-chloro-6-fluoro-1-(2-isopropyl-4-methylpyridin-3-yl)pyrido[2,3-d]pyrimidin-2(1H)-one C(C=C)(=O)N1CC(N(CC1)C=1C2=C(N(C(N1)=O)C=1C(=NC=CC1C)C(C)C)N=C(C(=C2)F)Cl)C=C